BrC=1C=C2CCCN(C2=CC1C(F)F)C1=NN(C=2C1=NC(=CC2)C(=O)O)C2CCOCC2 3-[6-bromo-7-(difluoromethyl)-3,4-dihydro-2H-quinolin-1-yl]-1-(oxan-4-yl)pyrazolo[4,3-b]pyridine-5-carboxylic acid